C(C)(=O)SCC12CC(C1)(C2)N2C(OC1(C2)CCN(CC1)C(=O)OC(C)(C)C)=O tert-butyl 3-(3-((acetylthio)methyl)bicyclo[1.1.1]pentan-1-yl)-2-oxo-1-oxa-3,8-diazaspiro[4.5]decane-8-carboxylate